O=C1N(CCC1)CC(=O)N1CCC2(C(C2)CNC(=O)C2=CC=3C(=CN=CC3)O2)CC1 N-[[6-[2-(2-oxopyrrolidin-1-yl)acetyl]-6-azaspiro[2.5]octan-2-yl]methyl]furo[2,3-c]pyridine-2-carboxamide